tert-Butyl 3-(7-(thiazol-2-yl)-4-(2,2,2-trifluoro-1-methoxyethyl)benzo[d]oxazol-2-yl)-3,8-diazabicyclo[3.2.1]octane-8-carboxylate S1C(=NC=C1)C1=CC=C(C=2N=C(OC21)N2CC1CCC(C2)N1C(=O)OC(C)(C)C)C(C(F)(F)F)OC